C(C1=CC=CC=C1)OC1=CC(=NC=C1)NN (4-benzyloxy-2-pyridinyl)hydrazine